OC1=C(C=CC=C1)C=1N=NC2=CC=C(C=C2C1)N1CC2(C1)CC(C2)C2=NOC(=C2)C(C(=O)OC)C(C)C methyl 2-(3-(2-(3-(2-hydroxyphenyl) cinnolin-6-yl)-2-azaspiro[3.3]heptane-6-yl) isoxazol-5-yl)-3-methylbutanoate